5-(4-Chloro-2-ethyl-2H-indazol-5-yl)-2-[(1R,5S)-3,6-diazabicyclo[3.2.1]oct-6-yl]-3-methyl-3H,4H,7H-pyrrolo[2,3-d]pyrimidin-4-one ClC=1C2=CN(N=C2C=CC1C1=CNC=2N=C(N(C(C21)=O)C)N2[C@@H]1CNC[C@H](C2)C1)CC